N-ethyl-2-(3-methoxynaphthalen-1-yl)-N-methylethan-1-amine C(C)N(CCC1=CC(=CC2=CC=CC=C12)OC)C